lauryl-methyl-glucamine C(CCCCCCCCCCC)N(C[C@H](O)[C@@H](O)[C@H](O)[C@H](O)CO)C